BrC=1C=C2N(N=CC(=C2NC2COC(C2)=O)/C(/N)=N/C2=C(C=C(C=C2)O[Si](C)(C)C(C)(C)C)CC)C1 (Z)-6-bromo-N'-(4-((tert-butyldimethylsilyl)oxy)-2-ethylphenyl)-4-((5-oxotetrahydrofuran-3-yl)amino)pyrrolo[1,2-b]pyridazine-3-carboximidamide